4-(N-(4-(2,4-dichlorophenoxy)phenyl)sulfamoyl)-1-hydroxy-2-naphthoic acid ClC1=C(OC2=CC=C(C=C2)NS(=O)(=O)C2=CC(=C(C3=CC=CC=C23)O)C(=O)O)C=CC(=C1)Cl